FC(C1=CC=C(C=C1)N1CC2(CC3=CC=CC=C13)CN(CC2)C(=O)Cl)(F)F 1'-(4-(trifluoromethyl)phenyl)-1',4'-dihydro-2'H-spiro[pyrrolidine-3,3'-quinoline]-1-carbonyl chloride